(P)-2-[4-[4-(aminomethyl)-1-oxo-2H-phthalazin-6-yl]-2-methyl-pyrazol-3-yl]-6-(cyclopropoxy)-3-fluoro-5-methoxy-benzonitrile NCC1=NNC(C2=CC=C(C=C12)C1=C(N(N=C1)C)C1=C(C#N)C(=C(C=C1F)OC)OC1CC1)=O